ClC=1C=C(C=C(C1)C=1N=NN(C1)CC1=C(C=C(C=C1)C=1OC(=NN1)C(F)F)F)CN(C)C 1-(3-chloro-5-(1-(4-(5-(difluoromethyl)-1,3,4-oxadiazol-2-yl)-2-fluorobenzyl)-1H-1,2,3-triazol-4-yl)phenyl)-N,N-dimethylmethylamine